C(C=C)(=O)O.C(C=C)(=O)O.C(C=C)(=O)O.OC(C(O)(O)O)C tetra-hydroxy-propane triacrylate